C(N)(=O)C1=C(C2=C(S1)C=CC(=C2)OC(F)(F)F)C=2C=CC1=C(C(CO1)CC(=O)OC)C2 methyl 2-(5-(2-carbamoyl-5-(trifluoromethoxy)benzo[b]thiophen-3-yl)-2,3-dihydrobenzofuran-3-yl)acetate